C(C)(C)OC(=O)C1(CC(C1)=O)C=O.C(CCC)OC1=CC=C(C2=CC=CC=C12)C1=NC(=NC(=N1)C(Cl)(Cl)Cl)C(Cl)(Cl)Cl 2-(4-butoxy-naphthalen-1-yl)-4,6-bis-trichloromethyl-s-triazine Isopropyl-1-formyl-3-oxocyclobutane-1-carboxylate